(S)-2-(4-(6-(benzo[d]thiazol-2-ylmethoxy)pyridin-2-yl)-3-fluorobenzyl)-1-(oxetan-2-ylmethyl)-1H-benzo[d]imidazole-6-carboxylic acid S1C(=NC2=C1C=CC=C2)COC2=CC=CC(=N2)C2=C(C=C(CC1=NC3=C(N1C[C@H]1OCC1)C=C(C=C3)C(=O)O)C=C2)F